Cl.Cl.FC1=CC=C2CC3(CCNCC3)[C@@H](C2=C1)N (S)-6-fluoro-1,3-dihydro-spiro[indene-2,4'-piperidine]-1-amine dihydrochloride